FC=1C(=NC=C(C1C)C(F)(F)F)N 3-fluoro-4-methyl-5-(trifluoromethyl)pyridin-2-amine